N'-ethylcarbodiimide HCl Cl.C(C)N=C=N